2-((4-chloro-5-fluoro-2-(2-methoxy-7-methylquinoxalin-5-yl)benzo[d]thiazol-6-yl)oxy)ethyl (5-methoxy-1,2,4-thiadiazol-3-yl)carbamate COC1=NC(=NS1)NC(OCCOC1=CC2=C(N=C(S2)C2=C3N=CC(=NC3=CC(=C2)C)OC)C(=C1F)Cl)=O